CN(CCCCCCCCCCCCCCCC)C dimethyl-Hexadecylamine